{3-[(2-amino-3-chloropyridin-4-yl)thio]-6-chloro-1-(oxaN-2-yl)-1H-pyrazolo[3,4-b]pyrazin-5-yl}methanol NC1=NC=CC(=C1Cl)SC1=NN(C2=NC(=C(N=C21)CO)Cl)C2OCCCC2